tert-butyl 3-(((benzyloxy)carbonyl)amino)-5-cyclopropylpiperidine-1-carboxylate C(C1=CC=CC=C1)OC(=O)NC1CN(CC(C1)C1CC1)C(=O)OC(C)(C)C